4-(1-carbamimidoyl-1,2,3,6-tetrahydro-pyridin-4-yl)-N-[4-(1-carbamimidoyl-1,2,3,6-tetrahydro-pyridin-4-yl)-3-methyl-phenyl]-3-methoxy-benzamide C(N)(=N)N1CCC(=CC1)C1=C(C=C(C(=O)NC2=CC(=C(C=C2)C=2CCN(CC2)C(N)=N)C)C=C1)OC